NC1=NC=C(C(=N1)N[C@H](CO)C1=CC=CC=C1)C=1OC=NN1 (S)-2-((2-Amino-5-(1,3,4-oxadiazol-2-yl)pyrimidin-4-yl)amino)-2-phenylethan-1-ol